C(CCC)NC(=O)C(=O)NC1COCCC1=O N-butyl-N'-(4-oxotetrahydropyran-3-yl)oxamide